C(C1=CC=CC=C1)OC(NCCCCCCNC(OCC1=CC=CC=C1)=O)=O hexane-1,6-diyldicarbamic acid dibenzyl ester